1-(6-bromopyrrolo[1,2-b]pyridazin-4-yl)-3-ethyl-2-oxopyrrolidine-3-carbonitrile BrC=1C=C2N(N=CC=C2N2C(C(CC2)(C#N)CC)=O)C1